ClC1=CC(=C2C=NNC2=C1)N1CC2C(C1)CN(C2(C)C)C(=O)C2=CC=C(C#N)C=C2 4-(5-(6-chloro-1H-indazol-4-yl)-1,1-dimethyloctahydro-pyrrolo[3,4-c]pyrrole-2-carbonyl)benzonitrile